3,4,5,6-tetramethoxy-2-(3-phenyl-1-oxopropyl)phenolate COC=1C(=C(C(=C(C1OC)OC)OC)[O-])C(CCC1=CC=CC=C1)=O